(R)-2-(7-methoxy-5-methyl-4-(methylamino)-2-((1-methylpyrrolidin-3-yl)amino)pyrido[2,3-d]pyrimidin-6-yl)acetaldehyde COC=1C(=C(C2=C(N=C(N=C2NC)N[C@H]2CN(CC2)C)N1)C)CC=O